C1(CC1)C1=NC=NC(=C1C=1N=C(C2=C(N1)N=CC=C2)OCC2=C(C=C(C=C2)C=2N(C=C(N2)C(F)(F)F)C(C)C)OC)OC 2-(4-cyclopropyl-6-methoxypyrimidin-5-yl)-4-((4-(1-isopropyl-4-(trifluoromethyl)-1H-imidazol-2-yl)-2-methoxybenzyl)oxy)pyrido[2,3-d]pyrimidine